Cl.Cl.Cl.N1C=NC2=C1C=CC=C2.N2C=NC1=C2C=CC=C1 bis-1H-benzimidazole tri-hydrochloride